(Z)-2-(4-bromostyryl)furan BrC1=CC=C(\C=C/C=2OC=CC2)C=C1